FC1=C(C(=CC=C1)C)C1CCC(CC1)C1=CC=2C(=NC(=CN2)C)N(C1=O)CC1=NC=CN=C1O 7-(4-(2-fluoro-6-methylphenyl)cyclohexyl)-5-((3-hydroxypyrazin-2-yl)methyl)-3-methylpyrido[2,3-b]pyrazin-6(5H)-one